(R)-2-(1-(3-fluorobenzyl)-3-methyl-2-oxindole-3-yl)acetic acid FC=1C=C(CN2C([C@](C3=CC=CC=C23)(C)CC(=O)O)=O)C=CC1